S-(1-Hydroxy-2-methylpropan-2-yl) methanesulfonothioate CS(=O)(SC(CO)(C)C)=O